6-(1-piperazinyl)-1,2-hexanediol N1(CCNCC1)CCCCC(CO)O